5-Methoxy-2-fluorophenylacetonitrile COC=1C=CC(=C(C1)CC#N)F